FC(OC1=CC=2N(C=C1)C(=CN2)C2=CC=CC(=N2)N[C@H]2CNCC21CC1)(F)F (R)-N-(6-(7-(trifluoromethoxy)imidazo[1,2-a]pyridin-3-yl)pyridin-2-yl)-5-azaspiro[2.4]heptan-7-amine